C(C)(C)C=1C=NC=CC1N 3-Isopropylpyridin-4-amine